scandium-tantalum oxide [O-2].[Ta+5].[Sc+3].[O-2].[O-2].[O-2]